FC1=CC=C(C=C1)N1N=CC2=CC(=C(C=C12)C)N1CCC2(CCCN2S(=O)(=O)C=2C=NN(C2)CCC)CC1 8-(1-(4-fluorophenyl)-6-methyl-1H-indazol-5-yl)-1-((1-propyl-1H-pyrazol-4-yl)sulfonyl)-1,8-diazaspiro[4.5]decane